2-((1R)-2-(4-chlorophenylmethyl)-1-(4-chlorophenyl)-1-((1-(hydroxymethyl)cyclopropyl)methoxy)-3-oxo-2,3-dihydro-1H-isoindol-5-yl)-2-hydroxy-N,N-dimethylpropionamide ClC1=CC=C(C=C1)CN1[C@@](C2=CC=C(C=C2C1=O)C(C(=O)N(C)C)(C)O)(OCC1(CC1)CO)C1=CC=C(C=C1)Cl